OCC[C@H]1C[C@H](N(CC1)C(=O)OC(C)(C)C)C1=CC=CC=C1 |r| tert-butyl rac-(2S,4R)-4-(2-hydroxyethyl)-2-phenyl-piperidine-1-carboxylate